1-(3-Butyl-5-methoxybutylphenyl)methanamine C(CCC)C=1C=C(C=C(C1)CCCCOC)CN